tert-butyl 2-oxa-6,9-diazaspiro[4.5]decane-6-carboxylate C1OCCC12N(CCNC2)C(=O)OC(C)(C)C